3-bromo-1,6-dihydro-7H-pyrazolo[4,3-d]pyrimidin-7-one BrC1=NNC2=C1N=CNC2=O